methyl 8-(2,4-dichlorophenyl)-9-(4-(1-(3-fluoropropyl)azetidine-3-carbonyl)phenyl)-6,7-dihydro-5H-benzo[7]annulene-3-carboxylate ClC1=C(C=CC(=C1)Cl)C=1CCCC2=C(C1C1=CC=C(C=C1)C(=O)C1CN(C1)CCCF)C=CC(=C2)C(=O)OC